(1s,4s)-4-(8-(4-cyano-2,6-difluorophenylamino)-2-(4,4-difluorocyclohexylamino)-9H-purin-9-yl)cyclohexanecarboxamide C(#N)C1=CC(=C(C(=C1)F)NC=1N(C2=NC(=NC=C2N1)NC1CCC(CC1)(F)F)C1CCC(CC1)C(=O)N)F